FC1=C(C=CC=C1)CC(=O)N1CC2(C1)CC(C2)NC(=O)NCC2=CC=C(C=C2)OC 1-(2-(2-(2-fluorophenyl)acetyl)-2-azaspiro[3.3]hept-6-yl)-3-(4-methoxybenzyl)urea